methyl 3-amino-6-ethylpyrazine-2-carboxylat NC=1C(=NC(=CN1)CC)C(=O)OC